5-Bromo-1-(tetrahydrofuran-3-yl)indoline-6-carboxylate BrC=1C=C2CCN(C2=CC1C(=O)[O-])C1COCC1